The molecule is a member of the class of 2-pyranones that is 2H-pyran-2-one substituted by a methoxy group at position 4 and a 3,5-dimethyl-6-phenylhexa-1,3,5-trien-1-yl group at position 6 (the 1Z,3E,5E stereoisomer). It has been isolated from an endophytic fungus Aspergillus niger. It has a role as a metabolite and an Aspergillus metabolite. C/C(=C\\C(=C\\C1=CC=CC=C1)\\C)/C=C\\C2=CC(=CC(=O)O2)OC